S1C=NC=C1C1=NC(=NC=C1)N[C@H]1CN(CC1)C(=O)C1=CC=C(C=C1)NC(C=C)=O (R)-N-(4-(3-((4-(thiazol-5-yl)pyrimidin-2-yl)amino)pyrrolidine-1-carbonyl)phenyl)acrylamide